C(C)(C)(C)OC(NC12CCC(C1)(C2)C(NC2=CC=C(C=C2)Cl)=O)=O (4-((4-chlorophenyl)carbamoyl)bicyclo[2.1.1]hex-1-yl)carbamic acid tert-butyl ester